Prop-2-yn-1-yl (2-nitrophenyl)carbamate [N+](=O)([O-])C1=C(C=CC=C1)NC(OCC#C)=O